Perfluorobutanesulfonamide FC(C(C(C(F)(F)F)(F)F)(F)F)(S(=O)(=O)N)F